FC=1C=C(OC2=CC=C3CCN(CC3=C2)C(CCC=2C=NNC2)=O)C=CC1C(F)(F)F 1-(7-(3-fluoro-4-(trifluoromethyl)phenoxy)-3,4-dihydroisoquinolin-2(1H)-yl)-3-(1H-pyrazol-4-yl)propan-1-one